1-(4-chloroanilino)(4-pyridylmethyl)phthalazine ClC1=CC=C(NC2=NN=C(C3=CC=CC=C23)CC2=CC=NC=C2)C=C1